ClC1=C(C=C(C=C1Cl)Cl)O 2,3,5-Trichlorophenol